α-ethylbenzyl alcohol C(C)C(C1=CC=CC=C1)O